C(C)(C)(C)OC(=O)N1CC2=C(C[C@H]1C(=O)OCC1=CC=CC=C1)N=C(N2CC2=CC=CC=C2)C2=NNC1=CC(=CC=C21)C2=C(C=C(C=C2)OCC2=CC=CC=C2)CC (S)-3-benzyl-2-(6-(4-(benzyloxy)-2-ethylphenyl)-1H-indazol-3-yl)-3,4,6,7-tetrahydro-5H-imidazo[4,5-c]pyridine-5,6-dicarboxylic acid 6-benzyl ester 5-(tert-butyl) ester